3-(5-(methyl((1S,2R)-2-(methylamino)cyclohexyl)amino)-1-oxoisoindolin-2-yl)piperidine-2,6-dione CN(C=1C=C2CN(C(C2=CC1)=O)C1C(NC(CC1)=O)=O)[C@@H]1[C@@H](CCCC1)NC